5-(2-chloro-5-(isobutyrylaminomethyl)benzoylamino)-N-(4-fluorophenyl)-1-(methoxymethyl)-1H-indole-2-carboxamide ClC1=C(C(=O)NC=2C=C3C=C(N(C3=CC2)COC)C(=O)NC2=CC=C(C=C2)F)C=C(C=C1)CNC(C(C)C)=O